ClC1=CC=C(C=C1)NC(C=CC=1SC=CC1)=O 3-((4-chlorophenyl)amino)-3-oxo-1-(thiophen-2-yl)prop-1-en